1-(2-chloronicotinoyl)-N-(4-(3-(pyridin-4-yl)phenyl)thiazol-2-yl)azetidine-2-carboxamide ClC1=C(C(=O)N2C(CC2)C(=O)NC=2SC=C(N2)C2=CC(=CC=C2)C2=CC=NC=C2)C=CC=N1